FC(F)(F)C1(C=CC=C1)[Ru]C1(C=CC=C1)C(F)(F)F bis(trifluoromethylcyclopentadienyl)ruthenium